9-(1-aminoethyl)-3,7-dimethyl-2-(pyridin-3-yl)-4H-pyrido[1,2-a]pyrimidin-4-one NC(C)C1=CC(=CN2C1=NC(=C(C2=O)C)C=2C=NC=CC2)C